1-(2-chloro-4-cyclopropyl-5-methyl-phenyl)-3-[(1S)-1-(2-pyrimidin-2-yl-1,2,4-triazol-3-yl)ethyl]urea ClC1=C(C=C(C(=C1)C1CC1)C)NC(=O)N[C@@H](C)C=1N(N=CN1)C1=NC=CC=N1